COC(=O)C=1C=CC2=C(N(C(=N2)CN2CCC(CC2)C2=NC(=CC=C2)OCC2=CC=C(C=3C=COC32)F)C[C@H]3OCC3)C1 (S)-2-((4-(6-((4-fluorobenzofuran-7-yl)Methoxy)pyridin-2-yl)piperidin-1-yl)methyl)-1-(oxetan-2-ylmethyl)-1H-benzo[d]imidazole-6-carboxylic acid Methyl ester